4-((2-(2,6-Dioxopiperidin-3-yl)-1,3-dioxoisoindolin-4-yl)amino)butanoic acid O=C1NC(CCC1N1C(C2=CC=CC(=C2C1=O)NCCCC(=O)O)=O)=O